N-(2,2-dimethoxyethyl)-3-fluoro-4-nitrobenzamide COC(CNC(C1=CC(=C(C=C1)[N+](=O)[O-])F)=O)OC